1,4-diphenyl-1H-pyrazole C1(=CC=CC=C1)N1N=CC(=C1)C1=CC=CC=C1